C1=CC=CC=2C3=CC=CC=C3C(C12)COC(=O)NC(CCC(=O)O)C(=O)OC(C)(C)C 4-((((9H-fluoren-9-yl)methoxy)carbonyl)amino)-5-(tertiary-butoxy)-5-oxopentanoic acid